FC1=C(C=CC=C1)N1CCC(CC1)OC[C@@H]1N(CCC[C@@H]1NS(=O)(=O)C)C(=O)OC methyl cis-2-(((1-(2-fluorophenyl)piperidin-4-yl)oxy)methyl)-3-((methylsulfonyl)amino)piperidine-1-carboxylate